1,1-difluoro-4-isocyanocyanocyclohexane FC1(C(CC(CC1)[N+]#[C-])C#N)F